CS(=O)(=O)C1=CC=C(C=C1)C=1C=NN(C1)C1=NC2=CC=CC=C2C(=N1)C1=CSC=C1 2-(4-(4-(methylsulfonyl)phenyl)-1H-pyrazol-1-yl)-4-(thiophen-3-yl)quinazoline